3-(1-(2-(trifluoromethyl)phenoxy)ethyl)piperidine FC(C1=C(OC(C)C2CNCCC2)C=CC=C1)(F)F